FC=1C=C2C(CCNC2=C(C1)C#N)C#N 6-fluoro-3,4-dihydro-2H-quinoline-4,8-dicarbonitrile